2-amino-4-bromo-N-[5-[(3,5-difluorophenyl)methyl]-1H-indazol-3-yl]benzamide NC1=C(C(=O)NC2=NNC3=CC=C(C=C23)CC2=CC(=CC(=C2)F)F)C=CC(=C1)Br